4,4'-sulfonylbis(cyclohexane-1,2-dicarboxylic acid) S(=O)(=O)(C1CC(C(CC1)C(=O)O)C(=O)O)C1CC(C(CC1)C(=O)O)C(=O)O